ClC1=NC(=NC=C1F)C1=NN(C(=C1)C1=NOC=C1)CC1=C(C(=CC=C1)F)F 3-(3-(4-chloro-5-fluoropyrimidin-2-yl)-1-(2,3-difluorobenzyl)-1H-pyrazol-5-yl)isoxazole